OC(=O)C(F)(F)F.C(C)(=O)O.C(C)(=O)O.C(C)(=O)O triacetic acid TFA salt